BrC1=CC=CC=2N(CN(C21)C)COCC[Si](C)(C)C 4-bromo-3-methyl-1-((2-(trimethylsilyl)ethoxy)methyl)-1,3-dihydro-2H-benzo[d]imidazole